C(#N)[C@H](C[C@H]1C(NCCC1)=O)NC(=O)[C@@H]1N(C[C@H]2[C@@H]1CC(C2)(F)F)C(=O)C=2NC1=C(C=CC(=C1C2)C(F)F)Cl (1R,3aR,6aS)-N-((S)-1-cyano-2-((S)-2-oxopiperidin-3-yl)ethyl)-2-(4-(difluoromethyl)-7-chloro-1H-indole-2-carbonyl)-5,5-difluorooctahydrocyclopenta[c]pyrrole-1-carboxamide